(3-amino-4-fluorophenyl)-8-benzyl-2-(furan-2-ylmethyl)imidazo[1,2-a]pyrazin-3(7H)-one NC=1C=C(C=CC1F)C1=CNC(=C2N1C(C(=N2)CC=2OC=CC2)=O)CC2=CC=CC=C2